C1OCC2=CC(=CC=C12)CCNC(OC(C)(C)C)=O tert-butyl (2-(1,3-dihydroisobenzofuran-5-yl)ethyl)carbamate